NC1=CC(=C(OC2=CC=C(C=C2)NC(C(C)C)=O)C=C1)C=1C2=C(C(N(C1)C)=O)NC=C2 N-(4-(4-amino-2-(6-methyl-7-oxo-6,7-dihydro-1H-pyrrolo[2,3-c]pyridin-4-yl)phenoxy)phenyl)isobutyramide